C(C)C(CN(CC(CCCC)CC)C(=O)CNCC(=O)O)CCCC N-[N,N-di(2-ethylhexyl)aminocarbonylmethyl]glycine